C12COCC(N1C=1SC3=C(N1)C=CC(=C3C(=O)O)OC)C2 2-(3-Oxa-6-azabicyclo[3.1.1]heptan-6-yl)-6-methoxybenzo[d]thiazole-7-carboxylic acid